4-hydroxy-1-methylquinolin-2(1H)-one OC1=CC(N(C2=CC=CC=C12)C)=O